C(C1=CC=CC=C1)N1C[C@@H]([C@H](C1)[N+](=O)[O-])C1=CC=C(C=C1)Br (3S,4R)-1-benzyl-3-(4-bromophenyl)-4-nitropyrrolidine